N[C@@H](C(=O)OCCC)CNC(=O)C1=CC2=NC=CC(=C2S1)C Propyl (R)-2-amino-3-(7-methylthieno[3,2-b]pyridine-2-carboxamido)propanoate